6-chloro-5-fluoro-N-((3R,4R)-3-fluoro-1-(methylsulfonyl)piperidin-4-yl)-7-propylpyrrolo[2,1-f][1,2,4]triazin-2-amine ClC=1C(=C2C=NC(=NN2C1CCC)N[C@H]1[C@@H](CN(CC1)S(=O)(=O)C)F)F